CN1CCN(CC1)C1=CC=C(C=C1)B(O)O (4-(4-methylpiperazin-1-yl)phenyl)boronic acid